C[Si](C)(C)C#CC=1C=CC(=NC1)COC1=C(C=O)C=CC=C1 2-((5-((trimethylsilyl)ethynyl)pyridin-2-yl)methoxy)benzaldehyde